[N+](=O)([O-])C1=CC=2NC3=CC=C(C=C3OC2C=C1)[N+](=O)[O-] 2,7-dinitrophenoxazine